cis-2,3-hexanediol CC(C(CCC)O)O